C(#N)C1=C(C=CC(=C1OC=1C=C2C(N(C=NC2=CC1)C=1C=NC(=NC1)N1CCNCC1)=O)F)NS(=O)(=O)N1CCCCC1 N-[2-cyano-4-fluoro-3-[4-oxo-3-(2-piperazin-1-ylpyrimidin-5-yl)quinazolin-6-yl]oxy-phenyl]piperidine-1-sulfonamide